1-diazo-4-(3-thienyl)butan-2-one [N+](=[N-])=CC(CCC1=CSC=C1)=O